1-tert-butoxycarbonyl-3-methyl-piperidine-4-carboxylic acid C(C)(C)(C)OC(=O)N1CC(C(CC1)C(=O)O)C